((2-bromonaphthalen-1-yl)oxy)(i-butyl)dimethylsilane BrC1=C(C2=CC=CC=C2C=C1)O[Si](C)(C)CC(C)C